N[C@@H](CC(=O)N1CCOCC1)CC1=C(C=C(C(=C1)F)F)F (R)-3-amino-1-morpholinyl-4-(2,4,5-trifluorophenyl)-1-butanone